(Z,Z)-7,11-hexadecadien-1-yl acetate C(C)(=O)OCCCCCC\C=C/CC\C=C/CCCC